FC=1C=C2C(=CC=NC2=CC1)[C@H]1CC[C@H](CC1)C[C@@H](C)NC1=NC=NC2=CC(=CC=C12)C#N 4-(((R)-1-((cis)-4-(6-fluoroquinolin-4-yl)cyclohexyl)propan-2-yl)amino)quinazoline-7-carbonitrile